1-isopropyl-4-methoxy-1H-pyrazole C(C)(C)N1N=CC(=C1)OC